5-(5-amino-1-methyl-1H-pyrazol-3-yl)-N-((2-methoxy-5-(4-methyltetrahydro-2H-pyran-4-yl)phenyl)sulfonyl)-8-methylquinoline-2-carboxamide NC1=CC(=NN1C)C1=C2C=CC(=NC2=C(C=C1)C)C(=O)NS(=O)(=O)C1=C(C=CC(=C1)C1(CCOCC1)C)OC